(E)-2,4-dimethoxypyrimidine-5-carbaldehyde oxime COC1=NC=C(C(=N1)OC)/C=N/O